NCC1=CC=C(C=C1)CP(OCC)(OCC)=O diethyl [4-(aminomethyl)phenyl]methylphosphonate